CC(C(N)N)CCC(C)C 2,5-dimethyl-hexanediamine